N-(2-aminoethyl)-N-(1H-imidazol-4-ylmethyl)cyclobutenecarboxamide NCCN(C(=O)C1=CCC1)CC=1N=CNC1